6-bromo-2,3,4-trifluoro-benzoic acid BrC1=CC(=C(C(=C1C(=O)O)F)F)F